BrC=1C=C(C2=C(N(C=N2)CCC[C@H]2NCCC[C@@H]2O)C1)C (2R,3S)-2-(3-(6-bromo-4-methyl-1H-benzo[d]imidazol-1-yl)propyl)piperidin-3-ol